O1C2=C(CC1)C=C1C3(C=CC1=C2)CCC2(CC3)OCCO2 dihydrodispiro[[1,3]dioxolane-2,1'-cyclohexane-4',5''-indeno[5,6-b]furan]